FC=1C=C(C=CC1F)C(C=1NC(=C(N1)S(=O)(=O)NC)C)NC1=NC(=C(C=C1)F)C 2-((3,4-difluorophenyl)((5-fluoro-6-methylpyridin-2-yl)amino)methyl)-N,5-dimethyl-1H-imidazole-4-sulfonamide